C5-amino-pyrimidine NC=1C=NC=NC1